CC1=C(OC2=C(C=C(C=C2C1=O)C)[C@@H](C)NC1=C(C=CC=C1)SNC(C)=O)C1=CC2=CN(N=C2C=C1)C N-[2-[[(1R)-1-[3,6-dimethyl-2-(2-methyl-indazol-5-yl)-4-oxo-chromen-8-yl]ethyl]amino]phenyl]sulfanylacetamide